(4-fluoro-1H-indol-3-yl)-3,4-dihydroisoquinoline-2(1H)-carboxamide FC1=C2C(=CNC2=CC=C1)C1N(CCC2=CC=CC=C12)C(=O)N